C1(CC1)COC=1C=C(C(=O)O)C=CC1O 3-(cyclopropylmethoxy)-4-hydroxybenzoic acid